C(C)(C)C1=C(OP(=O)(OC2=C(C(=C(C(=C2F)F)F)F)F)N[C@@H](C)C(=O)OCC(CC)CC)C=C(C=C1)C 2-Ethylbutyl ((2-isopropyl-5-methylphenoxy)(perfluorophenoxy)phosphoryl)-L-alaninate